BrC1=C(C=C(C=C1)F)C1CC(C(C(C1)=O)=CNCCN(C)C)=O 5-(2-bromo-5-fluorophenyl)-2-(((2-(dimethylamino)ethyl)amino)methylene)cyclohexane-1,3-dione